FC(C=1C(=C(C=CC1)[C@@H](C)NC=1C2=C(N=C(N1)C)C=NC(=C2)OCC)C)F N-{(1R)-1-[3-(difluoromethyl)-2-methylphenyl]ethyl}-6-ethoxy-2-methylpyrido[3,4-d]pyrimidin-4-amine